S(=O)(=O)([O-])OOS(=O)(=O)[O-].[NH4+].[Ni]=S.[Cu+2] copper nickel sulfide ammonium persulfate